methoxy-4-(3-methylphenyl)nicotinonitrile COC1=C(C#N)C(=CC=N1)C1=CC(=CC=C1)C